1-((3S)-4-(5-chloro-7-fluoro-6-(3-hydroxy-1-naphthalenyl)-2,1-benzothiazol-3-yl)-3-(difluoromethyl)-1-piperazinyl)-2-propen-1-one ClC=1C(=C(C=2C(=C(SN2)N2[C@@H](CN(CC2)C(C=C)=O)C(F)F)C1)F)C1=CC(=CC2=CC=CC=C12)O